2-((4-((2-acetyl-5-methylphenoxy)methyl)-1H-1,2,3-triazol-1-yl)methyl)-5-hydroxy-4H-pyran-4-one C(C)(=O)C1=C(OCC=2N=NN(C2)CC=2OC=C(C(C2)=O)O)C=C(C=C1)C